C(C)(C)C1CCN(CC1)C1=NC=C(C=N1)NC1=CC(=C(CNC(=O)C2CNC(C2)=O)C=C1)C N-(4-((2-(4-isopropylpiperidin-1-yl)pyrimidin-5-yl)amino)-2-methylbenzyl)-5-oxopyrrolidine-3-carboxamide